C1(NC(C2C(C=C3C(=C12)C=CC=C3)=O)=O)=O benzo[e]isoindoltrione